C(C)OC(=O)N1[C@H]2CC([C@@H](C1)CC2)N2C[C@H]1C([C@H]1C2)C(N(C)CC)=O (1r,4r)-5-{(1r,5s,6r)-6-[ethyl-(methyl)carbamoyl]-3-azabicyclo[3.1.0]hexane-3-yl}-2-azabicyclo[2.2.2]octane-2-carboxylic acid ethyl ester